(3R)-1-(1-((5-chloropyridin-2-yl)methyl)-6-fluoro-1H-benzimidazol-2-yl)-4,4-difluoropiperidin-3-amine ClC=1C=CC(=NC1)CN1C(=NC2=C1C=C(C=C2)F)N2C[C@H](C(CC2)(F)F)N